2-((6-cyclopropyl-8-(4-fluoropiperidin-4-yl)imidazo[1,2-a]pyridin-2-yl)methyl)isoindoline-1,3-dione hydrochloric acid salt Cl.C1(CC1)C=1C=C(C=2N(C1)C=C(N2)CN2C(C1=CC=CC=C1C2=O)=O)C2(CCNCC2)F